5-(3-methyl-3-pentyloxycarbonyl)-bicyclo[2.2.1]hept-2-ene CC(CC)(CC)OC(=O)C1C2C=CC(C1)C2